C1CCC2=C(C=3CCCC3C=C12)NC(=O)NS(=O)(=O)C1=NN(C=C1)C(F)(F)F N-((1,2,3,5,6,7-hexahydro-s-indacen-4-yl)carbamoyl)-1-(trifluoromethyl)-1H-pyrazole-3-sulfonamide